trans-2-(5-(3-Hydroxypyrrolidin-1-yl)pyrimidin-2-yl)-6-(3-methoxy-2-methylphenyl)phthalazin-1(2H)-one OC1CN(CC1)C=1C=NC(=NC1)N1C(C2=CC=C(C=C2C=N1)C1=C(C(=CC=C1)OC)C)=O